NC1=NC=C(C=C1NC1CCN(CC1)C(=O)OC(C)(C)C)O[C@H]1COCC1 |r| (rac)-tert-butyl 4-[(2-amino-5-tetrahydrofuran-3-yloxy-3-pyridyl)amino]piperidine-1-carboxylate